N[C@H]1[C@@H](C2=CC=CC=C2C1)NC(=O)C1=CN(CCS1)C1=C2C(=NC=C1)NC=C2C N-((1R,2R)-2-amino-2,3-dihydro-1H-inden-1-yl)-4-(3-methyl-1H-pyrrolo[2,3-b]pyridin-4-yl)-3,4-dihydro-2H-1,4-thiazine-6-carboxamide